C1(=CC=CC=C1)N(C(=O)N1CCSCC1)CC1=NC=C(C=C1)C=1OC(=NN1)C(F)(F)F N-phenyl-N-((5-(5-(trifluoromethyl)-1,3,4-oxadiazol-2-yl)pyridin-2-yl)methyl)thiomorpholin-4-carboxamide